CN1N=CC(=N1)C1=CC=C(CN)C=C1 [4-(2-methyl-2H-[1,2,3]triazol-4-yl)-benzyl]-amine